C(C=C)C(C(CC=C)O)O bisallyl-ethylene glycol